ClC1=CC(=NC(=N1)C)CNCC1CC1 1-(6-chloro-2-methylpyrimidin-4-yl)-N-(cyclopropylmethyl)methanamine